The molecule is a single-stranded DNA oligonucleotide comprised of five deoxyadenosine, five deoxycytidine, five thymidine and four deoxyguanidine residues connected by 3'->5' phosphodiester linkages in the sequence CTGCAGAATTCTGGTACCA. CC1=CN(C(=O)NC1=O)[C@H]2C[C@@H]([C@H](O2)COP(=O)(O)O[C@H]3C[C@@H](O[C@@H]3CO)N4C=CC(=NC4=O)N)OP(=O)(O)OC[C@@H]5[C@H](C[C@@H](O5)N6C=NC7=C6N=C(NC7=O)N)OP(=O)(O)OC[C@@H]8[C@H](C[C@@H](O8)N9C=CC(=NC9=O)N)OP(=O)(O)OC[C@@H]1[C@H](C[C@@H](O1)N1C=NC2=C(N=CN=C21)N)OP(=O)(O)OC[C@@H]1[C@H](C[C@@H](O1)N1C=NC2=C1N=C(NC2=O)N)OP(=O)(O)OC[C@@H]1[C@H](C[C@@H](O1)N1C=NC2=C(N=CN=C21)N)OP(=O)(O)OC[C@@H]1[C@H](C[C@@H](O1)N1C=NC2=C(N=CN=C21)N)OP(=O)(O)OC[C@@H]1[C@H](C[C@@H](O1)N1C=C(C(=O)NC1=O)C)OP(=O)(O)OC[C@@H]1[C@H](C[C@@H](O1)N1C=C(C(=O)NC1=O)C)OP(=O)(O)OC[C@@H]1[C@H](C[C@@H](O1)N1C=CC(=NC1=O)N)OP(=O)(O)OC[C@@H]1[C@H](C[C@@H](O1)N1C=C(C(=O)NC1=O)C)OP(=O)(O)OC[C@@H]1[C@H](C[C@@H](O1)N1C=NC2=C1N=C(NC2=O)N)OP(=O)(O)OC[C@@H]1[C@H](C[C@@H](O1)N1C=NC2=C1N=C(NC2=O)N)OP(=O)(O)OC[C@@H]1[C@H](C[C@@H](O1)N1C=C(C(=O)NC1=O)C)OP(=O)(O)OC[C@@H]1[C@H](C[C@@H](O1)N1C=NC2=C(N=CN=C21)N)OP(=O)(O)OC[C@@H]1[C@H](C[C@@H](O1)N1C=CC(=NC1=O)N)OP(=O)(O)OC[C@@H]1[C@H](C[C@@H](O1)N1C=CC(=NC1=O)N)OP(=O)(O)OC[C@@H]1[C@H](C[C@@H](O1)N1C=NC2=C(N=CN=C21)N)O